4-amino-1-((1r,4r,5s)-3-(((2-amino-3-chloro-5-fluoroquinolin-7-yl)oxy)methyl)-4,5-dihydroxycyclopent-2-en-1-yl)pyrimidin-2(1H)-one NC1=NC(N(C=C1)[C@@H]1C=C([C@H]([C@H]1O)O)COC1=CC(=C2C=C(C(=NC2=C1)N)Cl)F)=O